(S)-7-(4-chloro-3,5-difluoro-1H-indole-2-carbonyl)hexahydro-3H-oxazolo[3,4-a]pyrazin-3-one ClC1=C2C(=C(NC2=CC=C1F)C(=O)N1C[C@@H]2N(CC1)C(OC2)=O)F